OC=1C=C(C=C(C1)O)C(CN(CC1=CC=CC=C1)C(CC1=CC=C(C=C1)O)C)=O 1-[3,5-dihydroxyphenyl]-2-[[2-(4-hydroxyphenyl)-1-methylethyl](phenylmethyl)amino]ethanone